1,4-Dimethacryloyloxynaphthalene C(C(=C)C)(=O)OC1=CC=C(C2=CC=CC=C12)OC(C(=C)C)=O